O=C1N(CCN1)C(=O)OC=1C=CC2=C(C1)OC(C=1C2N2N(CC1)C(N(C2=O)C2=CC=C(C=C2)C(C)=O)=O)(C)C 2-(4-acetylphenyl)-7,7-dimethyl-1,3-dioxo-2,3,5,12b-tetrahydro-1H,7H-chromeno[4,3-c][1,2,4]triazolo[1,2-a]pyridazin-10-yl 2-oxoimidazolidine-1-carboxylate